C(C)NC(C([C@H](C[C@H]1C(NCC1)=O)NC(C(CC1(CCC1)C)NC(O)=O)=O)=O)=O (1-(((S)-4-(ethylamino)-3,4-dioxo-1-((S)-2-oxopyrrolidin-3-yl)butan-2-yl)amino)-3-(1-methylcyclobutyl)-1-oxopropan-2-yl)carbamic acid